3-(3-fluoro-4-methyl-5-nitrophenyl)-5-((1s,2r)-2-fluorocyclopropyl)-1,2,4-oxadiazole FC=1C=C(C=C(C1C)[N+](=O)[O-])C1=NOC(=N1)[C@H]1[C@@H](C1)F